N-(3-aminopropyl)-2-((4-chlorobenzyl)thio)benzo[d]oxazole-5-carboxamide hydrochloride Cl.NCCCNC(=O)C=1C=CC2=C(N=C(O2)SCC2=CC=C(C=C2)Cl)C1